4-(4-fluoro-2-methyl-phenoxy)-N-pyridazin-4-yl-6-(trifluoromethyl)pyridine-3-carboxamide FC1=CC(=C(OC2=C(C=NC(=C2)C(F)(F)F)C(=O)NC2=CN=NC=C2)C=C1)C